(R)-2-chloro-N-(5-chloro-6-(2H-1,2,3-triazol-2-yl)pyridin-3-yl)-6,8,8-trimethyl-7,8-dihydro-6H-cyclopenta[e]pyrazolo[1,5-a]pyrimidine-6-carboxamide ClC1=NN2C(N=CC3=C2C(C[C@]3(C(=O)NC=3C=NC(=C(C3)Cl)N3N=CC=N3)C)(C)C)=C1